OC[C@H](C1=CC=CC=C1)NC1=CC(=NC=C1C=1OC=NN1)NC1=CC=C2C(=N1)CC(OC2=O)(C)C (S)-2-((4-((2-hydroxy-1-phenylethyl)amino)-5-(1,3,4-oxadiazol-2-yl)pyridin-2-yl)amino)-7,7-dimethyl-7,8-dihydro-5H-pyrano[4,3-b]pyridin-5-one